2-[2-(aminomethyl)-3,3-difluoro-allyl]-4-(5-bromo-3-methyl-2-pyridyl)-1,2,4-triazol-3-one NCC(CN1N=CN(C1=O)C1=NC=C(C=C1C)Br)=C(F)F